5-[[6-(2,2-difluoroethoxy)pyridazin-3-yl-amino]benzimidazol-1-yl-3-(1-hydroxyethyl)-2-pyridyl]-5-methyl-pyrazole-3-carbonitrile FC(COC1=CC=C(N=N1)NC=1C(=C(C(=NC1)C1(C=C(N=N1)C#N)C)C(C)O)N1C=NC2=C1C=CC=C2)F